5-Chloro-2-[[5-(3-nitrophenyl)-2-furanyl]methylene]-3(2H)-benzofuranone ClC=1C=CC2=C(C(C(O2)=CC=2OC(=CC2)C2=CC(=CC=C2)[N+](=O)[O-])=O)C1